rac-5-[4-Amino-2-(N-(2-amino-1-methyl-2-oxoethyl)-4-fluoroanilino)thiazol-5-carbonyl]-N-(3-pyridyl)isoxazol-3-carboxamid NC=1N=C(SC1C(=O)C1=CC(=NO1)C(=O)NC=1C=NC=CC1)N(C1=CC=C(C=C1)F)[C@@H](C(=O)N)C |r|